ClC=1C(=NC=C(C1[C@@H](C)OC=1C=C2C(=NNC2=CC1)C1=CC2=C(OC3(CCN(CC3)CC(F)F)OC2)C=C1)Cl)C 6-[5-[(1R)-1-(3,5-dichloro-2-methyl-4-pyridyl)ethoxy]-1H-indazol-3-yl]-1'-(2,2-difluoro-ethyl)spiro[4H-1,3-benzodioxine-2,4'-piperidine]